2-[(3R,5S)-3,5-dimethylpiperazin-1-yl]ethyl 2-[6-[5-(6-methyl-2-pyridyl)-1H-imidazol-4-yl]-3-quinolyl]pyridine-4-carboxylate CC1=CC=CC(=N1)C1=C(N=CN1)C=1C=C2C=C(C=NC2=CC1)C1=NC=CC(=C1)C(=O)OCCN1C[C@H](N[C@H](C1)C)C